C(C1=CC=CC=C1)(=O)OC1=C(N=C(C2=CC(=CC=C12)OC1=CC=CC=C1)C)C(=O)OC(=O)C=1N=C(C2=CC(=CC=C2C1OC(C1=CC=CC=C1)=O)OC1=CC=CC=C1)C 4-benzoyloxy-1-methyl-7-phenoxyisoquinoline-3-carboxylic acid anhydride